C=1(C(OC)=CC(C=CC)=CC1)OC isoeugenyl-methylether